CC1=NOC(=C1C=1C=C2C(=NC1)C(=C(N2[C@@H](C)C2=NC=CC=C2)C(F)(F)F)C2=C(C=C(C(=O)O)C=C2)C)C (S)-4-(6-(3,5-dimethylisoxazol-4-yl)-1-(1-(pyridin-2-yl)ethyl)-2-(trifluoromethyl)-1H-pyrrolo[3,2-b]pyridin-3-yl)-3-methylbenzoic acid